3-({4-[4-(2,3-dihydro-benzo[1,4]dioxin-5-yl)-phenylamino]-benzylamino}-methyl)-morpholine-4-carboxylic acid tert-butyl ester C(C)(C)(C)OC(=O)N1C(COCC1)CNCC1=CC=C(C=C1)NC1=CC=C(C=C1)C1=CC=CC=2OCCOC21